OCC1=CC(=NC(=N1)N1C=NC=C1)C(=O)NC1CCC(CC1)OCCOC 6-(hydroxymethyl)-2-(1H-imidazol-1-yl)-N-(4-(2-methoxyethoxy)cyclohexyl)pyrimidine-4-carboxamide